6-bromo-4,7-difluoroisoquinolin-1(2H)-one BrC=1C=C2C(=CNC(C2=CC1F)=O)F